2-(benzoylamino)pyridine C(C1=CC=CC=C1)(=O)NC1=NC=CC=C1